[S].CN(C(CCCCC)=O)C N,N-dimethyl-caproamide sulfur